C1(CC1)C#CC1=CC(=C(C=C1)NC(OC(C)(C)C)=O)[N+](=O)[O-] tert-butyl N-[4-(2-cyclopropylethynyl)-2-nitro-phenyl]carbamate